tert-butyl 4-[3-[(2,6-dioxo-3-piperidyl)amino]phenyl]-3,6-dihydro-2H-pyridine-1-carboxylate O=C1NC(CCC1NC=1C=C(C=CC1)C=1CCN(CC1)C(=O)OC(C)(C)C)=O